ClC1=CC=C2C(=N1)[C@](OC2=O)(C)CC (S)-2-chloro-7-ethyl-7-methylfuro[3,4-b]pyridin-5(7H)-one